3-(5-((4-(4-((5-chloro-4-((2-(isopropylsulfonyl)phenyl)amino)pyrimidin-2-yl)amino)-5-isopropoxy-2-methylphenyl)piperidin-1-yl)methyl)-4-fluoro-1-oxoisoindolin-2-yl)piperidine-2,6-dione ClC=1C(=NC(=NC1)NC1=CC(=C(C=C1OC(C)C)C1CCN(CC1)CC=1C(=C2CN(C(C2=CC1)=O)C1C(NC(CC1)=O)=O)F)C)NC1=C(C=CC=C1)S(=O)(=O)C(C)C